1-{(endo)-8-azabicyclo[3.2.1]oct-3-yl}-4-bromo-2,3-dihydro-1H-1,3-benzodiazol-2-one C12CC(CC(CC1)N2)N2C(NC1=C2C=CC=C1Br)=O